CC(CCC=C)=O 5-hexene-2-one